ClC1=C(C=CC(=C1)Cl)C=1C=C(C=C2C=NC(=NC12)OC(F)F)C 8-(2,4-dichlorophenyl)-2-(difluoromethoxy)-6-methyl-quinazoline